ClC1=NC=C(C=C1C(=O)NC1CC1)C=1C=NN(C1)C1=C(C=C(C=C1C(F)(F)F)C(C(F)(F)F)(C(F)(F)F)F)Cl 2-chloro-5-[1-[2-chloro-4-[1,2,2,2-tetrafluoro-1-(trifluoromethyl)ethyl]-6-(trifluoromethyl)phenyl]-1H-pyrazol-4-yl]-N-cyclopropyl-3-pyridinecarboxamide